5-[(diethoxyphosphinyl)difluoromethyl]-1H-indole-2-carboxylic acid C(C)OP(=O)(OCC)C(C=1C=C2C=C(NC2=CC1)C(=O)O)(F)F